Methanedithiocarboxylic acid CC(=S)S